9-(4-((5-methyl-1H-pyrazol-3-yl)amino)thieno[2,3-d]pyrimidin-2-yl)-1,4,9-triazaspiro[5.5]undecane-2,5-dione CC1=CC(=NN1)NC=1C2=C(N=C(N1)N1CCC3(C(NCC(N3)=O)=O)CC1)SC=C2